N=1N(N=CC1)C1=C(C=C(C=N1)NC(=O)N1C2=C(OC(C1)C(F)(F)F)C(=C(N=C2)C)C#N)C(F)(F)F N-(6-(2H-1,2,3-triazol-2-yl)-5-(trifluoromethyl)pyridin-3-yl)-8-cyano-7-methyl-2-(trifluoromethyl)-2,3-dihydro-4H-pyrido[4,3-b][1,4]oxazine-4-carboxamide